2,5-diaminotetrahydrofuran NC1OC(CC1)N